FC1(CCC(CC1)N1C(C(=CC=C1C)NC(C1=C(C=C(C=C1)NS(=O)(=O)CCO)N1CCC2(CC2)CC1)=O)=O)F N-(1-(4,4-difluorocyclohexyl)-6-methyl-2-oxo-1,2-dihydropyridin-3-yl)-4-((2-hydroxyethyl)sulfonamido)-2-(6-azaspiro[2.5]octan-6-yl)benzamide